F[B-](F)(F)F.ON1C(N(C=C1)O)CC N,N'-dihydroxyethyl-imidazole tetrafluoroborate